methyl 2-(4-(N,N-bis(4-methoxy-benzyl) sulfamoyl)-1H-pyrazol-1-yl)-2-methylpropionate COC1=CC=C(CN(S(=O)(=O)C=2C=NN(C2)C(C(=O)OC)(C)C)CC2=CC=C(C=C2)OC)C=C1